(E)-1-(2,4-dihydroxyphenyl)-3-(4-hydroxy-phenyl)prop-2-en-1-one OC1=C(C=CC(=C1)O)C(\C=C\C1=CC=C(C=C1)O)=O